4-[(1r,3r)-3-{4-[4-(6-chloro-3-quinolylamino)-2-pyrimidinylamino]-2-methoxyphenoxy}cyclobutyl]-1λ6,4-thiazinane-1,1-dione ClC=1C=C2C=C(C=NC2=CC1)NC1=NC(=NC=C1)NC1=CC(=C(OC2CC(C2)N2CCS(CC2)(=O)=O)C=C1)OC